2-cyclopentyl-4-(((1R,2R)-2-hydroxycyclohexyl)oxy)-N-((S,E)-4-(methylsulfonyl)but-3-en-2-yl)pyrimidine-5-carboxamide C1(CCCC1)C1=NC=C(C(=N1)O[C@H]1[C@@H](CCCC1)O)C(=O)N[C@@H](C)\C=C\S(=O)(=O)C